methyl (R)-(-)-3-hydroxybutyrate C[C@H](CC(=O)OC)O